4-(tert-butyl)-N-(5-hydroxy-pyridin-2-yl)-benzamide C(C)(C)(C)C1=CC=C(C(=O)NC2=NC=C(C=C2)O)C=C1